FC1(CC2(C1)C[C@@H](N(CC2)CC2=C1C=CNC1=C(C=C2OC)C)C2=CC=CC=C2)F (R)-2,2-difluoro-7-((5-methoxy-7-methyl-1H-indol-4-yl)methyl)-6-phenyl-7-azaspiro[3.5]nonane